OC(C)(C)[C@@H]1[C@H]([C@H]([C@@H](C1)N1C=CC2=C1N=CN=C2C)O)O (1S,2R,3S,5R)-3-(2-hydroxypropan-2-yl)-5-(4-methyl-7H-pyrrolo[2,3-D]pyrimidin-7-yl)cyclopentane-1,2-diol